(E)-4-(9-ethyl-8-(pyridin-4-yl)-2-((2-(m-tolyl)hydrazono)methyl)-9H-purin-6-yl)morpholine C(C)N1C2=NC(=NC(=C2N=C1C1=CC=NC=C1)N1CCOCC1)/C=N/NC=1C=C(C=CC1)C